CO[C@H]1[C@@H](CCC1)NC1=NC(=CC(=N1)C=1C=C(C#N)C=CC1)C=1N=NN(C1)CC1=NC(=CC=C1)COC m-{2-[(1R,2R)-2-Methoxycyclopentylamino]-6-(1-{[6-(methoxymethyl)-2-pyridinyl]methyl}-1H-1,2,3-triazol-4-yl)-4-pyrimidinyl}benzonitrile